FC(C=1C=C(C=CC1)CN1C(CSC2=C1C=CC=C2)=O)(F)F 4-[[3-(trifluoromethyl)phenyl]methyl]-2H-1,4-benzothiazin-3(4H)-one